BrC1=C(C=CC(=C1)Cl)OC(C(F)F)(F)F 2-bromo-4-chloro-1-(1,1,2,2-tetrafluoroethoxy)benzene